3-methyl-5-tert-butyl-1,2-phenylenedi(4-fluorobenzoate) CC=1C(=C(C=C(C1)C(C)(C)C)C1=C(C(=O)[O-])C=CC(=C1)F)C1=C(C(=O)[O-])C=CC(=C1)F